Tert-Butyl 6-((4-Chloro-2-Fluorobenzyl)Oxy)-3',6'-Dihydro-[2,4-Bipyridine]-1'(2'H)-Carboxylate ClC1=CC(=C(COC2=CC=CC(=N2)C=2CCN(CC2)C(=O)OC(C)(C)C)C=C1)F